O[C@H](CCN1C(C2=CC=CC=C2C1=O)=O)CN1C(C(CC1)C1=CC(=CC=C1)C(F)(F)F)C 2-((3R)-3-hydroxy-4-(2-methyl-3-(3-(trifluoromethyl)phenyl)pyrrolidin-1-yl)butyl)isoindoline-1,3-dione